2-Pentadeca-1,3,5-trien-5-ylbenzene-1,3-diol C=CC=CC(=CCCCCCCCCC)C1=C(C=CC=C1O)O